(S)-2-(2-methylpyrrolidin-1-yl)acetonitrile C[C@@H]1N(CCC1)CC#N